BrC=1N=C2SC3=C(N2C1)C=CC(=C3)C(=O)NCCCN3CCCCC3 2-bromo-N-(3-(piperidin-1-yl)propyl)benzo[d]imidazo[2,1-b]thiazole-7-carboxamide